3-((6aR,9S)-1,3-difluoro-7-(methyl-d3)-4,6,6a,7,8,9-hexahydroindolo[4,3-fg]quinolin-9-yl)-1,1-bis(ethyl-d5)urea FC1=CC(=C2NC=C3C2=C1C1=C[C@@H](CN([C@@H]1C3)C([2H])([2H])[2H])NC(N(C(C([2H])([2H])[2H])([2H])[2H])C(C([2H])([2H])[2H])([2H])[2H])=O)F